NC1=C(C=C(C(=C1)CC(C)C)S(=O)(=O)N)S(=O)(=O)N 4-amino-6-isobutyl-1,3-benzenedisulfonamide